4-[4-[(6,7-dihydroxy-5-nitro-naphthalene-2-carbonyl)-ethyl-amino]butylamino]-4-oxo-butanoic acid OC=1C(=C2C=CC(=CC2=CC1O)C(=O)N(CCCCNC(CCC(=O)O)=O)CC)[N+](=O)[O-]